(R)-2-(methyl-d3)pentanoic acid C([C@@H](C(=O)O)CCC)([2H])([2H])[2H]